C[C@H]1[C@H]2[C@H](C[C@@H]3[C@@]2(CC[C@H]4[C@H]3CC[C@@H]5[C@@]4(CC[C@@H](C5)O[C@H]6[C@@H]([C@H]([C@H]([C@H](O6)CO)O[C@H]7[C@@H]([C@H]([C@@H]([C@H](O7)CO)O)O[C@H]8[C@@H]([C@H]([C@@H](CO8)O)O)O)O[C@H]9[C@@H]([C@H]([C@@H]([C@H](O9)CO)O)O)O)O)O)C)C)O[C@]11[C@H](C[C@@H](CN1)CO[C@H]1[C@@H]([C@H]([C@@H]([C@H](O1)CO)O)O)O)OC(=O)C The molecule is a steroid saponin that is spirosolane-3,23,27-triol in which the hydroxy group at position 23 is acetylated and the hydroxy groups at positions 3 and 27 are glycosylated by lycotetraosyl and a beta-D-glucopyranosyl moieties respectively. Isolated from the fruits of Lycopersicon esculentum, it exhibits cytotoxic activity. It has a role as a metabolite and an antineoplastic agent. It is a saponin, a steroid alkaloid, an azaspiro compound, an oxaspiro compound and a steroid saponin.